1-Octen-3-yl α-hydroxyisobutyrate OC(C(=O)OC(C=C)CCCCC)(C)C